BrC1=CC(=C2C(=NN(C2=C1)C)C1CC1)Cl 6-bromo-4-chloro-3-cyclopropyl-1-methylindazole